(S)-5-fluoro-1,3-dihydro-spiro[indene-2,4'-piperidine]-1-amine dihydrochloride Cl.Cl.FC=1C=C2CC3(CCNCC3)[C@@H](C2=CC1)N